ClC1=C(N=CC(=N1)N)C1=CC2=CN(N=C2C=C1)C 6-chloro-5-(2-methyl-2H-indazol-5-yl)pyrazin-2-amine